N(=[N+]=[N-])C1CN(C2(C1)CCN(CC2)C(C(F)(F)F)=O)C(=O)OC(C)(C)C tert-butyl 3-azido-8-(2,2,2-trifluoroacetyl)-1,8-diazaspiro[4.5]decane-1-carboxylate